C(=O)(O)CC1(CC2=CC=CC=C2C1)C(=O)NCC=1SC2=C(N1)C=CC(=C2)CCC[N+](C)(C)C 3-[2-[[[2-(carboxymethyl)indan-2-carbonyl]amino]methyl]-1,3-benzothiazol-6-yl]propyl-trimethyl-ammonium